4-bromo-4'-(trifluoromethyl)-1,1'-biphenyl BrC1=CC=C(C=C1)C1=CC=C(C=C1)C(F)(F)F